ethyl (1S,2S,5R)-5-((tert-butyldimethylsilyl) oxy)-2-methylcyclohexane-1-carboxylate [Si](C)(C)(C(C)(C)C)O[C@@H]1CC[C@@H]([C@H](C1)C(=O)OCC)C